3,3-dimethylhept-6-enoic acid CC(CC(=O)O)(CCC=C)C